OC(CC=1C=C(C(=CC1)O)O)C 4-(2-hydroxypropyl)benzene-1,2-diol